N-[(2S,3R,4S)-2-[(2,3'-difluoro[1,1'-biphenyl]-3-yl)methyl]-4-fluoro-1-(2-methylpropanoyl)pyrrolidin-3-yl]methanesulfonamide FC1=C(C=CC=C1C[C@@H]1N(C[C@@H]([C@@H]1NS(=O)(=O)C)F)C(C(C)C)=O)C1=CC(=CC=C1)F